C(CCCCCCCCC)(=O)O[C@@H]1[C@](O[C@H](C1)N1C=CC2=C1N=C(N=C2N)Cl)(CO)C#C (2R,3S,5R)-5-(4-amino-2-chloro-7H-pyrrolo[2,3-d]pyrimidin-7-yl)-2-ethynyl-2-(hydroxymethyl)tetrahydrofuran-3-yl decanoate